(R)-N-(3-methoxy-5-(4-(trifluoromethyl)phenoxy)phenyl)-1-methyl-5-oxopyrrolidine-2-carboxamide COC=1C=C(C=C(C1)OC1=CC=C(C=C1)C(F)(F)F)NC(=O)[C@@H]1N(C(CC1)=O)C